1,5-dimethyl-1H-pyrazole-3-sulfonyl chloride CN1N=C(C=C1C)S(=O)(=O)Cl